(R)-2-(4,5-dichloro-6-oxopyridazin-1(6H)-yl)propanoic acid ClC=1C=NN(C(C1Cl)=O)[C@@H](C(=O)O)C